CC1=C(C=CC=C1)B(O)O 2-Methyl-phenyl-boronic acid